CCCCCCCC[C@@H]([C@H](CCCCCCCC(=O)O)O)O The molecule is a 9,10-dihydroxyoctadecanoic acid diastereoisomer in which both stereocentres have S configuration. It is a conjugate acid of a (S,S)-9,10-dihydroxyoctadecanoate.